BrC1=C(C(=CC(=C1)Cl)Br)F 2,6-dibromo-4-chlorofluorobenzene